1-(oxetan-3-yl)pyrrolidin O1CC(C1)N1CCCC1